5-Amino-1-isopropyl-3-(4-(2-((4-((4-methylpiperazin-1-yl)methyl)-3-(trifluoromethyl)phenyl)amino)-2-oxoethyl)phenyl)-1H-pyrazole-4-carboxamide NC1=C(C(=NN1C(C)C)C1=CC=C(C=C1)CC(=O)NC1=CC(=C(C=C1)CN1CCN(CC1)C)C(F)(F)F)C(=O)N